C(C=C)[C@]1(C(N(CN(C1)C(=O)OC(C)(C)C)C(C1=CC=CC=C1)=O)=O)CC tert-butyl (R)-5-allyl-3-benzoyl-5-ethyl-4-oxotetrahydropyrimidine-1(2H)-carboxylate